BrC1=C2C3(C(N(C2=CC=C1)C)=O)CC3 bromo-1'-methyl-spiro[cyclopropane-1,3'-indoline]-2'-one